4-(Benzo[d]thiazol-5-yloxy)benzonitrile S1C=NC2=C1C=CC(=C2)OC2=CC=C(C#N)C=C2